5-amidylbenzofuran [NH-]C=1C=CC2=C(C=CO2)C1